COC1=CC=C(C=C1)C(O)(C1=CC=CC=C1)C1=CC=CC=C1 (4-methoxyphenyl)(diphenyl)methanol